C1(CCCC1)NC1=CC(=C2C(NC(=NC2=C1)CS[C@H]1[C@@H](CN(CC1)C(=O)OC(C)(C)C)F)=O)F tert-Butyl trans-4-(((7-(cyclopentylamino)-5-fluoro-4-oxo-3,4-dihydroquinazolin-2-yl)methyl)thio)-3-fluoropiperidine-1-carboxylate